tert-butyl (2-(3-chlorophenyl)-2-(7-(2-fluoropyridin-4-yl)-4-oxoquinazolin-3(4H)-yl)ethyl)carbamate ClC=1C=C(C=CC1)C(CNC(OC(C)(C)C)=O)N1C=NC2=CC(=CC=C2C1=O)C1=CC(=NC=C1)F